CN1N=C(N=C1)OC1=CC=C(C=C1)C1=C2C=C(N=CC2=C(N=C1)NC)NC(=O)C1CC1 N-(5-(4-((1-methyl-1H-1,2,4-triazol-3-yl)oxy)phenyl)-8-(methylamino)-2,7-naphthyridin-3-yl)cyclopropanecarboxamide